tris(N-nitroso-N-phenylhydroxylamine) aluminium salt [Al].N(=O)N(O)C1=CC=CC=C1.N(=O)N(O)C1=CC=CC=C1.N(=O)N(O)C1=CC=CC=C1